OC1=C(C=C(C(=C1)O)C1=CC=C(C=C1)C(C)C)C1=C(C(=NO1)C(=O)NCC)C1=CC=C(C=C1)CN1CCOCC1 5-(4,6-Dihydroxy-4'-isopropyl-[1,1'-biphenyl]-3-yl)-N-ethyl-4-(4-(morpholinomethyl)phenyl)isoxazole-3-carboxamide